benzyl (3r,5s)-4-(3-bromopropyl)-3,5-dimethylpiperazine-1-carboxylate BrCCCN1[C@@H](CN(C[C@@H]1C)C(=O)OCC1=CC=CC=C1)C